NC1=C2NC(N(C2=NC(=N1)OCCCC)CC1=CC=C(CN2CCC(CC2)CCNC(C2=CC=C(C=C2)NC([C@H](C)NC([C@H](C(C)C)N)=O)=O)=O)C=C1)=O N-(2-(1-(4-((6-amino-2-butoxy-8-oxo-7,8-dihydro-9H-purin-9-yl)methyl)benzyl)piperidin-4-yl)ethyl)-4-((S)-2-((S)-2-amino-3-methylbutanamido)propanamido)benzamide